Cl[Pd] (chloro)-palladium